7,8-Dichloro-10-(((R)-2-hydroxypropyl)amino)-1,6-dimethyl-3,4,5,6-tetrahydroazepino[4,5-b]indol-2(1H)-one ClC1=C(C=C(C=2C3=C(N(C12)C)CCNC(C3C)=O)NC[C@@H](C)O)Cl